4-[8-(3,3-difluorocyclobutyl)-2-methylsulfonyl-7-oxo-pyrido[2,3-d]pyrimidin-6-yl]-8-methyl-2,3-dihydroquinoxaline-1-carboxylic acid tert-butyl ester C(C)(C)(C)OC(=O)N1CCN(C2=CC=CC(=C12)C)C1=CC2=C(N=C(N=C2)S(=O)(=O)C)N(C1=O)C1CC(C1)(F)F